ClC1=CC(=C(C=C1)[C@@]1(OC2=C(O1)C=CC=C2C2CCN(CC2)CC=2N=NC(=CC2C)C2=NN=C(N2)C(F)(F)F)C)F (S)-3-((4-(2-(4-chloro-2-fluorophenyl)-2-methylbenzo[d][1,3]dioxol-4-yl)piperidin-1-yl)methyl)-4-methyl-6-(5-(trifluoromethyl)-4H-1,2,4-triazol-3-yl)pyridazine